C1(CC1)C1=C(C2=CNC(C(=C2N1)C1=NC2=C(N1)C=CC(=C2OCC(F)F)C2CCNCC2)=O)C#N 2-cyclopropyl-7-(4-(2,2-difluoroethoxy)-5-(piperidin-4-yl)-1H-benzo[d]imidazol-2-yl)-6-oxo-5,6-dihydro-1H-pyrrolo[3,2-c]pyridine-3-carbonitrile